5-(2-(1H-indol-3-yl)ethyl)-6-(piperidin-4-ylmethyl)-5,6,7,8-tetrahydro-[1,3]dioxolo[4,5-g]isoquinoline N1C=C(C2=CC=CC=C12)CCC1N(CCC=2C=C3C(=CC12)OCO3)CC3CCNCC3